2-[3-Chloro-6-[5-methyl-1-(4-piperidyl)triazol-4-yl]pyrazolo[1,5-a]pyridine-4-yl]oxy-1-(5-fluoro-2-pyridyl)ethanol ClC=1C=NN2C1C(=CC(=C2)C=2N=NN(C2C)C2CCNCC2)OCC(O)C2=NC=C(C=C2)F